N1(CCCC2=NC=CC=C12)C1=NNC=C1 3-(1,2,3,4-tetrahydro-1,5-naphthyridin-1-yl)-1H-pyrazole